C(CCCCCCCCCCCCCCCCCCCCC)OC1=CC=C(C=C1)C(C1=CC=C(C=C1)OCCCCCCCCCCCCCCCCCCCCCC)N di(4-docosoxyphenyl)methylamine